3-(4-pyridinyl)-2H-2,6-naphthyridin-1-one N1=CC=C(C=C1)C=1NC(C2=CC=NC=C2C1)=O